4-(2,2,2-Trifluoroethoxy)pyrimidin-2-amine FC(COC1=NC(=NC=C1)N)(F)F